(4-chloro-1H-benzo[d]imidazol-2-yl)(1-methyl-3,4-dihydro-2,6-naphthyridin-2(1H)-yl)methanone ClC1=CC=CC=2NC(=NC21)C(=O)N2C(C1=CC=NC=C1CC2)C